C1(=CC=CC=C1)P(CC=1C(=CC=CC1)CP(C1=CC=CC=C1)C1=CC=CC=C1)C1=CC=CC=C1 α,α'-bis(diphenylphosphino)-o-xylene